(4-fluorophenyl)-4-oxo-1H-pyridine-3-carboxamide FC1=CC=C(C=C1)N1C=C(C(C=C1)=O)C(=O)N